1,4-DIHYDRO-1,6-NAPHThYRIDINEAMIDE N1C(=CCC2=CN=CC=C12)C(=O)N